NC1=NC=CC=C1C1=NC=2C(=NC(=CC2)N2N=CN=C2C)N1C=1C=C2CC[C@@H](C2=CC1)NC(C1=CN=C(C=C1)C)=O (S)-N-(5-(2-(2-aminopyridin-3-yl)-5-(5-methyl-1H-1,2,4-triazol-1-yl)-3H-imidazo[4,5-b]pyridin-3-yl)-2,3-dihydro-1H-inden-1-yl)-6-methylnicotinamide